O1CCN(CC1)CC=1C=C(C=CC1)SC=1N=CC(=NC1)N1CCC2(CC1)[C@@H](C1=CC(=CC=C1C2)C(F)(F)F)N (S)-1'-(5-((3-(morpholinomethyl)phenyl)thio)pyrazin-2-yl)-6-(trifluoromethyl)-1,3-dihydrospiro[indene-2,4'-piperidin]-1-amine